N-[(1r,4r)-4-[2-[4-amino-7-(2-hydroxyethyl)-5-[3-methoxy-4-[(6-methylpyridin-2-yl)oxy]phenyl]-7H-pyrrolo[2,3-d]pyrimidin-6-yl]ethynyl]cyclohexyl]prop-2-enamide NC=1C2=C(N=CN1)N(C(=C2C2=CC(=C(C=C2)OC2=NC(=CC=C2)C)OC)C#CC2CCC(CC2)NC(C=C)=O)CCO